3-[(4,4,5,5-tetramethyl-1,3,2-dioxaborolan-2-yl)methyl]benzonitrile CC1(OB(OC1(C)C)CC=1C=C(C#N)C=CC1)C